8-fluoro-7-(hydroxymethyl)-3-methyl-1H-quinoxalin-2-one FC=1C(=CC=C2N=C(C(NC12)=O)C)CO